BrC=1C(=NC=C(C1)F)C#N 3-bromo-5-fluoro-pyridine-2-carbonitrile